iodopropynyl butylcarbamate (iodopropynyl butylcarbamate) ICC#CN(C(O)=O)CCCC.C(CCC)NC(OC#CCI)=O